CC1CC(CO1)O 5-methyl-3-hydroxytetrahydrofuran